1-(6,7-dimethoxy-quinazolin-4-yl)-1H-1,2,4-triazole-3,5-diamine COC=1C=C2C(=NC=NC2=CC1OC)N1N=C(N=C1N)N